ClC=1C(=CC=C2N=CC(=NC12)C=1C=NN(C1)C1C2CN(C(C1)C2)C(=O)OC(C)(C)C)OC=2C=CC1=C(N(C(=N1)C)COCC[Si](C)(C)C)C2 tert-butyl 5-(4-(8-chloro-7-((2-methyl-1-((2-(trimethylsilyl)ethoxy)methyl) 1H-benzo[d]imidazol-6-yl)oxy)quinoxalin-2-yl)-1H-pyrazol-1-yl)-2-azabicyclo[2.2.1]heptane-2-carboxylate